C(C)(C)(C)C1=C(C(=CC(=C1)C(C)(C)C)C(C)(C)C)O 2,4,6-tri-t-Butylphenol